C1=NC(=C(N1C=O)N)C#N The molecule is an aminoimidazole that is 5-amino-1H-imidazole which is substituted at positions 1 and 4 by formyl and cyano groups, respectively. It is a N-acylimidazole, an aminoimidazole, a nitrile and a primary amino compound.